C(C1=CC=CC=C1)NC1=NC=C(C=N1)C1=NC=CC=C1 N-benzyl-5-(pyridin-2-yl)pyrimidin-2-amine